2-Bromobenzyl (Z)-3-aminobut-2-enoate N\C(=C/C(=O)OCC1=C(C=CC=C1)Br)\C